(2R)-2-methyl-4-[(1R)-2,2,3-trimethyl-3-cyclopenten-1-yl]-4-pentenal C[C@@H](C=O)CC(=C)[C@@H]1C(C(=CC1)C)(C)C